1-[4-(2,3-dimethylphenyl)piperazin-1-yl]-2-{3-[(2S)-2-methyl-4-(methylsulfonyl)piperazine-1-carbonyl]-5,6-dihydrocyclopenta[c]pyrazol-1(4H)-yl}ethan-1-one CC1=C(C=CC=C1C)N1CCN(CC1)C(CN1N=C(C2=C1CCC2)C(=O)N2[C@H](CN(CC2)S(=O)(=O)C)C)=O